1'-{2-[(1,1-dioxo-3,4-dihydro-2H-1λ6,2-benzothiazin-6-yl)oxy]ethyl}-2-oxo-1,2-dihydrospiro[indole-3,4'-piperidine]-5-carbonitrile O=S1(NCCC2=C1C=CC(=C2)OCCN2CCC1(CC2)C(NC2=CC=C(C=C21)C#N)=O)=O